C(C1=CC=CC=C1)N1CC([C@H]2CN(CC[C@H]21)CC(C(=O)OCC2=CC=C(C=C2)OC)(C)C)(F)F 4-methoxybenzyl 3-((3aS,7aR)-1-benzyl-3,3-difluorohexahydro-1H-pyrrolo[3,2-c]pyridin-5(6H)-yl)-2,2-dimethylpropionate